6-(N-(5-chloro-2-(4-ethoxypiperidin-1-yl)pyridin-3-yl)aminosulfonyl)benzofuran-2-carboxylic acid ethyl ester C(C)OC(=O)C=1OC2=C(C1)C=CC(=C2)S(=O)(=O)NC=2C(=NC=C(C2)Cl)N2CCC(CC2)OCC